C(=CC1=CC=CC=C1)C=1C2=CC=CC=C2C(=C2C=CC=CC12)C=CC1=CC=CC=C1 Distyrenylanthracene